tert-butyl (E)-N-(4-(dimethylamino) but-2-enoyl)-N-methylglycinate CN(C/C=C/C(=O)N(CC(=O)OC(C)(C)C)C)C